5-((4-(2-chloro-3-fluoropyridin-4-yl)piperazin-1-yl)methyl)-2-(2,4-dioxotetrahydropyrimidin-1(2H)-yl)isoindoline-1,3-dione ClC1=NC=CC(=C1F)N1CCN(CC1)CC=1C=C2C(N(C(C2=CC1)=O)N1C(NC(CC1)=O)=O)=O